tert-butyl (S)-2-[2-[2-(methoxymethyl)pyrimidine-4-carbonyl]-6-(3-methyl-1H-pyrrolo[2,3-b]Pyridin-5-yl)-1,2,3,4-tetrahydroisoquinolin-8-yl]pyrrolidine-1-carboxylate COCC1=NC=CC(=N1)C(=O)N1CC2=C(C=C(C=C2CC1)C=1C=C2C(=NC1)NC=C2C)[C@H]2N(CCC2)C(=O)OC(C)(C)C